1-(2-(5-(3-fluoro-4-methylphenyl)-1H-imidazol-2-yl)piperidin-1-yl)-2-(methylsulfanyl)propan-1-one FC=1C=C(C=CC1C)C1=CN=C(N1)C1N(CCCC1)C(C(C)SC)=O